4-(4,4,5,5-tetramethyl-1,3,2-Dioxaborol-2-yl)-1,2,3,6-tetrahydropyridine-1-carboxylic acid-2-methylpropan-2-yl ester CC(C)(C)OC(=O)N1CCC(=CC1)B1OC(C(O1)(C)C)(C)C